C1CN(CCC12CCNCC2)C=2C=C(C=CC2)C2C(NC(CC2)=O)=O 3-(3-(3,9-diazaspiro[5.5]undecan-3-yl)phenyl)piperidine-2,6-dione